FC(C1=NC=CC(=C1)OC1CC(C1)N)(F)F (1r,3r)-3-((2-(trifluoromethyl)pyridin-4-yl)oxy)cyclobutan-1-amine